7-bromo-5-(((2R,3S)-3-(dimethylamino)butan-2-yl)oxy)-N-(5-fluoroquinolin-6-yl)quinazolin-4-amine BrC1=CC(=C2C(=NC=NC2=C1)NC=1C(=C2C=CC=NC2=CC1)F)O[C@H](C)[C@H](C)N(C)C